FC=1C(=NC=C(C1)SC(C(F)(F)F)(F)F)NC(C1=C(C=CC(=C1)[N+](=O)[O-])I)=O N-{3-fluoro-5-[(1,1,2,2,2-pentafluoroethyl)sulfanyl]pyridin-2-yl}-2-iodo-5-nitrobenzamide